bis(aziridin-1-yl)phosphinic acid (S)-4-([1,1'-biphenyl]-3-yloxy)-5-nitro-2,3-dihydro-1H-inden-1-yl ester C1(=CC(=CC=C1)OC1=C2CC[C@@H](C2=CC=C1[N+](=O)[O-])OP(=O)(N1CC1)N1CC1)C1=CC=CC=C1